heptane-HCl Cl.CCCCCCC